N-[2-(diethylamino)ethyl]-7-{[5,5-dimethyl-8-(2-oxopyrrolidin-1-yl)-5H-chromeno[3,4-d]pyrimidin-3-yl]amino}-1H,2H,3H-pyrido[2,3-b][1,4]oxazine-1-carboxamide C(C)N(CCNC(=O)N1C2=C(OCC1)N=CC(=C2)NC2=NC=C1C(=N2)C(OC=2C=C(C=CC21)N2C(CCC2)=O)(C)C)CC